(R)-2-hydroxy-N-(4-(5-(4-methyl-6-(2-methylmorpholino)pyridin-2-yl)-1,3,4-oxadiazol-2-yl)-3-(6-azaspiro[2.5]oct-6-yl)phenyl)ethane-1-sulfonamide OCCS(=O)(=O)NC1=CC(=C(C=C1)C=1OC(=NN1)C1=NC(=CC(=C1)C)N1C[C@H](OCC1)C)N1CCC2(CC2)CC1